3,6-Dimethyldibenzo[c,f][1,2]thiazepin-11(6H)-one 5,5-dioxide CC1=CC2=C(C(C3=C(N(S2(=O)=O)C)C=CC=C3)=O)C=C1